ethyl 2-(3-(3-cyanophenyl)-5-(cyclopropylmethyl)-4-(3-fluoro-4-sulfamoylbenzyl)-1H-pyrazol-1-yl)thiazole-4-carboxylate C(#N)C=1C=C(C=CC1)C1=NN(C(=C1CC1=CC(=C(C=C1)S(N)(=O)=O)F)CC1CC1)C=1SC=C(N1)C(=O)OCC